CC1=C(C=CC(=N1)C1=CNC(C=2C=CC=NC12)=O)C(F)(F)F 8-(6-methyl-5-(trifluoromethyl)pyridin-2-yl)-1,6-naphthyridin-5(6H)-one